1-[(4-chloro-1H-imidazol-1-yl)methyl]-4-(3,4,5-trifluorophenyl)pyrrolidin-2-one ClC=1N=CN(C1)CN1C(CC(C1)C1=CC(=C(C(=C1)F)F)F)=O